OC1=C(C=CC=C1)C1=NC=NC=N1 (2-hydroxyphenyl)-s-triazine